(R)-(2-methyl-1-(1H-pyrazol-3-yl)propyl)carbamic acid tert-butyl ester C(C)(C)(C)OC(N[C@H](C(C)C)C1=NNC=C1)=O